2-((tert-Butoxycarbonyl)amino)-2-(1-methylcyclopentyl)acetic acid C(C)(C)(C)OC(=O)NC(C(=O)O)C1(CCCC1)C